(ethylthio)-(o-methyl-phenol) C(C)SC=1C(=C(C=CC1)O)C